N-phenyl-1-((2,2,2-trifluoroacetyl)imino)thiomorpholin-4-carboxamide 1-oxide C1(=CC=CC=C1)NC(=O)N1CCS(CC1)(=NC(C(F)(F)F)=O)=O